1-methyl-6-trifluoromethyl-2(1H)-quinoxalinone CN1C(C=NC2=CC(=CC=C12)C(F)(F)F)=O